N-(methylphenyl)acetamide CC1=C(C=CC=C1)NC(C)=O